3-(2-(methylsulfonyl)-5,5a,6,6a-tetrahydrocyclopropa[4,5]cyclopenta[1,2-d]pyrimidin-4-yl)benzamide CS(=O)(=O)C=1N=C(C2=C(N1)C1C(C2)C1)C=1C=C(C(=O)N)C=CC1